C(C)(C)(C)OC(=O)NCCCCN1C(C=2N(CC1C(=O)NC1CCCCC1)C=C(C(C2O)=O)C(=O)O)=O 2-{4-[(tert-Butoxycarbonyl)amino]butyl}-3-cyclohexylaminocarbonyl-9-hydroxy-1,8-dioxo-1,3,4,8-tetrahydro-2H-pyrido[1,2-a]pyrazine-7-carboxylic acid